4-(4,4,5,5-tetramethyl-1,3,2-dioxaborolan-2-yl)-3,6-dihydropyridine-1(2H)-carbonitrile CC1(OB(OC1(C)C)C=1CCN(CC1)C#N)C